C[C@@H]1CN(C[C@@H](O1)C)C(=O)C=1C2=C(N(N1)CC(=O)N1CCC(CC1)C1=C(C=C(C=C1)C(F)(F)F)F)CCC2 2-{3-[(2R,6S)-2,6-Dimethylmorpholin-4-carbonyl]-5,6-dihydrocyclopenta[c]pyrazol-1(4H)-yl}-1-{4-[2-fluoro-4-(trifluoromethyl)phenyl]piperidin-1-yl}ethan-1-on